C(#N)N[C@@H]1C[C@H](CC1)C(=O)NC=1C=C2CCCC2=CC1 (1S,3S)-3-(cyanoamino)-N-(2,3-dihydro-1H-inden-5-yl)cyclopentane-1-carboxamide